ClC1=CC=C(S1=O)CNC1=CC(=NN1C(C(C)(C)C)=O)C=1C(N(C=CC1)CCC(=O)O)=O 3-[3-(5-{[(5-chloro-1-oxo-1lambda4-thiophen-2-yl)methyl]amino}-1-(2,2-dimethylpropanoyl)-1H-pyrazol-3-yl)-2-oxo-1,2-dihydropyridin-1-yl]propanoic acid